benzenedicarboxylic acid, sodium salt [Na+].C=1(C(=CC=CC1)C(=O)[O-])C(=O)[O-].[Na+]